FC1=C2C=CNC2=CC(=C1OC=1C=CC(=C(C1)C=1N=C2N(CCNC2C=2C(=C(C=CC2)CC(CO)O)F)C1C)F)F 3-[3-[2-[5-[(4,6-difluoro-1H-indol-5-yl)oxy]-2-fluoro-phenyl]-3-methyl-5,6,7,8-tetrahydroimidazo[1,2-a]pyrazin-8-yl]-2-fluoro-phenyl]propane-1,2-diol